4-((2S,4S)-2-((S)-1-(tert-Butoxycarbonyl)pyrrolidin-2-yl)-5-chloro-6-fluoro-2-phenyl-2,3-dihydrobenzofuran-4-yl)-5-fluoro-6-(2-hydroxyethoxy)nicotinic acid C(C)(C)(C)OC(=O)N1[C@@H](CCC1)[C@@]1(OC2=C(C1)C(=C(C(=C2)F)Cl)C2=C(C(=NC=C2C(=O)O)OCCO)F)C2=CC=CC=C2